C(C1=CC=CC=C1)SC1=CC(=CC=2C=COC21)C(C)(C)C 7-(benzylthio)-5-(tert-butyl)benzofuran